8-Methyl-2-(pyridin-2-ylmethyl)-N-(1,3-thiazol-2-ylmethyl)-4,5-dihydro-2H-furo[2,3-g]indazol-7-carboxamid CC1=C(OC=2CCC3=CN(N=C3C21)CC2=NC=CC=C2)C(=O)NCC=2SC=CN2